C1(CCCC1)C(CC#N)O 3-cyclopentyl-3-hydroxypropionitrile